N1=CC(=CC=C1)C=1N=NC(=CN1)C(=O)N 3-(pyridin-3-yl)-1,2,4-triazine-6-carboxamide